OC=1C(=CC(=CC1)C(C)(C)C1=CC=C(C=C1)O)[2H] Bisphenol A-d1